(2-(4-fluoro-6-(morpholino-d8)pyridin-2-yl)-1,6-naphthyridin-7-yl)methanamine FC1=CC(=NC(=C1)N1C(C(OC(C1([2H])[2H])([2H])[2H])([2H])[2H])([2H])[2H])C1=NC2=CC(=NC=C2C=C1)CN